[I-].CC1(OCCO1)CCC[P+](C1=CC=CC=C1)(C1=CC=CC=C1)C1=CC=CC=C1 (3-(2-methyl-1,3-dioxolan-2-yl)propyl)triphenylphosphonium iodide